1-(8-(benzylamino)-2,6-bis(bis(2-methoxyethyl)amino)pyrimido[5,4-d]pyrimidin-4-yl)-3-(trifluoromethyl)azetidin-3-ol C(C1=CC=CC=C1)NC1=NC(=NC2=C1N=C(N=C2N2CC(C2)(O)C(F)(F)F)N(CCOC)CCOC)N(CCOC)CCOC